5-methanesulfonylpyridine CS(=O)(=O)C=1C=CC=NC1